4,6-dihydro-5H-thiazolo[5',4':4,5]pyrrolo[2,3-d]pyridazin S1C=NC2=C1C1=C(CNN=C1)N2